C(CC1=C(C(=CC(=C1)C)C(C)(C)C)O)C1=C(C(=CC(=C1)C)C(C)(C)C)O 2,2'-ethylene-bis-(4-methyl-6-tert-butylphenol)